BrC1=CC=C(C=C1)C1=CC=C(N=N1)CN1CCOCCC1 4-((6-(4-bromophenyl)pyridazin-3-yl)methyl)-1,4-oxazepan